BrC1=CC(=C(C(=O)OC(C)(C)C)C=C1)Cl tert-butyl 4-bromo-2-chlorobenzoate